Tert-butyl 2-cyclopropyl-3-hydroxy-2-methyl-propionate C1(CC1)C(C(=O)OC(C)(C)C)(CO)C